OC(C)C=1C=C(C=2N(C1)C(=CN2)C(C)C)NC2CCN(CC2)C[C@@H]2CN(CCO2)C(C=C)=O [(2R)-2-[[4-[[6-(1-hydroxyethyl)-3-isopropyl-imidazo[1,2-a]pyridin-8-yl]amino]-1-piperidyl]methyl]morpholin-4-yl]prop-2-en-1-one